C1(CC1)C(CO)C1=CC(=CC=C1)COC1=CC(=C(C=C1)C1=CC(=NC=C1F)OC)CN(C(C)C)C(C)C 2-cyclopropyl-2-(3-((3-((diisopropylamino)methyl)-4-(5-fluoro-2-methoxypyridin-4-yl)phenoxy)methyl)phenyl)ethanol